C[C@H]1CC[C@@H](NC1)C=1C=CC2=C(N=C(S2)CN)C1 (5-((2R,5S)-5-methylpiperidin-2-yl)benzo[d]thiazol-2-yl)methanamine